1-cyano-2,6-dimethylbenzene C(#N)C1=C(C=CC=C1C)C